methyl 1-(acridin-9-yl)-4-amino-2-oxo-7-(trifluoromethyl)-1,2-dihydroquinoline-3-carboxylate C1=CC=CC2=NC3=CC=CC=C3C(=C12)N1C(C(=C(C2=CC=C(C=C12)C(F)(F)F)N)C(=O)OC)=O